3-((S)-3-((1S,3R)-3-hydroxycyclohexyl)-6-(methoxycarbonyl)-7-methyl-6,7,8,9-tetrahydro-3H-imidazo[4,5-f]quinolin-2-yl)-2-phenylpropanoic acid O[C@H]1C[C@H](CCC1)N1C(=NC2=C3CC[C@@H](N(C3=CC=C21)C(=O)OC)C)CC(C(=O)O)C2=CC=CC=C2